benzyl 4,4-difluoro-2-(2-formylphenyl)piperidine-1-carboxylate FC1(CC(N(CC1)C(=O)OCC1=CC=CC=C1)C1=C(C=CC=C1)C=O)F